FC1=CC=C(C=C1)C1=CC=C(S1)CC=1C=C(C=CC1C)C1(O[C@@H]([C@H]([C@@H]([C@H]1O)O)O)CO)O (3R,4S,5S,6R)-2-(3-((5-(4-fluorophenyl)thiophen-2-yl)methyl)-4-methylphenyl)-6-(hydroxymethyl)tetrahydro-2H-pyran-2,3,4,5-tetrol